2-aminopropane NC(C)C